((2,4,6-trimethoxyphenyl)methyl)trifluorophosphonium COC1=C(C(=CC(=C1)OC)OC)C[P+](F)(F)F